ClC=1C=CC(=C(C1)C=1C=C(C=2OCCN(C2N1)C(=O)OC(C)(C)C)C=1C=NC=C(C1)NC(CCN(C1COC1)C)=O)F Tert-Butyl 6-(5-chloro-2-fluorophenyl)-8-(5-{3-[methyl(oxetan-3-yl)amino]propanamido}pyridin-3-yl)-2H,3H,4H-pyrido[3,2-b][1,4]oxazine-4-carboxylate